C(C)(C)(C)OC(=O)NC1CCN(CC1)CC(=O)OC methyl 2-[4-(tert-butoxycarbonylamino)-1-piperidyl]acetate